succinic anhydride dibutyl-succinate C(CCC)OC(CCC(=O)OCCCC)=O.C1(CCC(=O)O1)=O